5-chloro-7-fluoro-6-methoxyisoindol-1-one ClC=1C=C2C=NC(C2=C(C1OC)F)=O